N-((3-chloro-4-fluorophenyl)(4-(methylsulfonyl)-1H-imidazol-2-yl)methyl)-4,4-difluorocyclohexan-1-amine ClC=1C=C(C=CC1F)C(NC1CCC(CC1)(F)F)C=1NC=C(N1)S(=O)(=O)C